CN(C(C)=O)CC1=CC=C(C=C1)S(=O)(=O)Cl 4-[(N-methylacetamido)methyl]Benzene-1-sulfonyl chloride